OC(C(=O)O)(O)C(=O)O hydroxytartronic acid